4-(3-((3-methoxybenzyl)(3-(pyrrolidin-1-yl)benzyl)amino)benzyl)piperazin-2-one COC=1C=C(CN(C=2C=C(CN3CC(NCC3)=O)C=CC2)CC2=CC(=CC=C2)N2CCCC2)C=CC1